azobenzene-4,4'-dicarboxylic acid C1=CC(=CC=C1C(=O)O)N=NC2=CC=C(C=C2)C(=O)O